C(CCCCCCC\C=C/CCCCCCCC)(=O)OP(=O)(O)OCCN anti-oleoylphosphoethanolamine